azidoindandione N(=[N+]=[N-])C1C(C(C2=CC=CC=C12)=O)=O